OC(C(=O)O)C(CC)C 2-hydroxy-3-methyl-valeric acid